CC(=CCC/C(=C/CC1=C2C(=CC(=C1O)O)C=CC(=O)O2)/C)C The molecule is a member of the class of hydroxycoumarins that is esculetin in which the ring hydrogen at position 8 has been replaced by a geranyl group. It is a hydroxycoumarin and a monoterpenoid. It derives from an esculetin.